2-(2-chloro-4-((R or S)-1-(((R)-phenyl((R)-1,2,3,4-tetrahydropyrido[2,3-b]pyrazin-3-yl)methyl)amino)propan-2-yl)phenyl)acetic acid ClC1=C(C=CC(=C1)[C@H](CN[C@@H]([C@H]1CNC2=C(N1)N=CC=C2)C2=CC=CC=C2)C)CC(=O)O |o1:7|